FC1=CC2=C(C3=C(CCN(CC3)C)S2)C=C1 8-fluoro-3-methyl-2,3,4,5-tetrahydro-1H-benzo[4,5]thieno[2,3-d]azepine